6-chloro-2-((4-trifluoromethylbenzyl)thio)benzo[d]oxazole ClC1=CC2=C(N=C(O2)SCC2=CC=C(C=C2)C(F)(F)F)C=C1